2-methyl-3-propylimidazole CC1=NC=CN1CCC